1-((2S)-1-(2,4-dimethoxybenzyl)-2-(1-methyl-1H-1,2,3-triazol-4-yl)-2'-(trifluoromethyl)-4',5'-dihydrospiro[piperidine-4,7'-thieno[2,3-c]pyran]-3'-yl)ethan-1-ol COC1=C(CN2[C@@H](CC3(OCCC4=C3SC(=C4C(C)O)C(F)(F)F)CC2)C=2N=NN(C2)C)C=CC(=C1)OC